FC(C)(F)C=1C=NC(=NC1)N1CCC(CC1)N1C(C(N(C2=CC(=CC=C12)F)C)=O)=O 1-(1-(5-(1,1-difluoroethyl)pyrimidin-2-yl)piperidin-4-yl)-6-fluoro-4-methyl-1,4-dihydroquinoxaline-2,3-dione